3-Methylhexanedioic acid CC(CC(=O)O)CCC(=O)O